4-(2,2'-bipyridyl-4-yl)butanoic acid N1=C(C=C(C=C1)CCCC(=O)O)C1=NC=CC=C1